ClC=1C=C(C=NC1N1N=CC=N1)NC(=O)C=1C=NN(C1C(F)(F)F)C1=C(C=NC=C1Cl)Cl N-(5-chloro-6-(2H-1,2,3-triazol-2-yl)pyridin-3-yl)-1-(3,5-dichloropyridin-4-yl)-5-(trifluoromethyl)-1H-pyrazole-4-carboxamide